N-(1-((6-(trifluoromethyl)pyridin-2-yl)amino)-2,3-dihydro-1H-inden-5-yl)acrylamide FC(C1=CC=CC(=N1)NC1CCC2=CC(=CC=C12)NC(C=C)=O)(F)F